C(C)(C)(C)C1=NN(C(=C1)C(=O)N[C@H](C(=O)NC1(CC1)C#N)CC=1OC2=C(N1)C=C(C=C2Cl)F)C2COC2 (S)-3-(tert-butyl)-N-(3-(7-chloro-5-fluorobenzo[d]oxazol-2-yl)-1-((1-cyanocyclopropyl)amino)-1-oxopropan-2-yl)-1-(oxetan-3-yl)-1H-pyrazole-5-carboxamide